N-(4-(4-amino-7-(1-ethyl-1H-pyrazol-4-yl)-3-(3-fluoro-4-((4-methylpyrimidin-2-yl)oxy)phenyl)thieno[3,2-c]pyridin-2-yl)-3-methylphenyl)methacrylamide NC1=NC=C(C2=C1C(=C(S2)C2=C(C=C(C=C2)NC(C(=C)C)=O)C)C2=CC(=C(C=C2)OC2=NC=CC(=N2)C)F)C=2C=NN(C2)CC